OC(C#CC1=NC(=NC=C1)N1CCC(CC1)C(=O)O)(C)C 1-(4-(3-hydroxy-3-methyl-1-butyn-1-yl)pyrimidin-2-yl)piperidine-4-carboxylic acid